2,5-di-amyl-hydroquinone C(CCCC)C1=C(O)C=C(C(=C1)O)CCCCC